N-(5-amino-1-(2,6-dimethoxyphenyl)-2-(6-ethoxypyridin-2-yl)-1H-imidazo[4,5-b]pyrazin-6-yl)methanesulfonamide NC=1N=C2C(=NC1NS(=O)(=O)C)N(C(=N2)C2=NC(=CC=C2)OCC)C2=C(C=CC=C2OC)OC